ClC1=CC=C(C=C1)C1=C(SC=2N1C(C=CN2)=O)C2=NC(=NC=C2)NC2=CC=C(C=C2)N2CCN(CC2)C 3-(4-Chloro-phenyl)-2-{2-[4-(4-methyl-piperazin-1-yl)-phenylamino]-pyrimidin-4-yl}-thiazolo[3,2-a]pyrimidin-5-one